6-{1-[4-(4-methylphenoxy)benzoyl]piperidin-4-yl}pyridazin-3-amine CC1=CC=C(OC2=CC=C(C(=O)N3CCC(CC3)C3=CC=C(N=N3)N)C=C2)C=C1